N-(5-Fluoropyridin-2-yl)-5-(5-fluoropyridin-3-yl)pyrazolo[1,5-a]pyridine-7-carboxamide FC=1C=CC(=NC1)NC(=O)C1=CC(=CC=2N1N=CC2)C=2C=NC=C(C2)F